ClC=1C=C(C=CC1)N1CCN(CC1)CC(=O)N[C@@H]1CCOC2=CC=CC=C12 2-[4-(3-chlorophenyl)piperazin-1-yl]-N-[(4R)-chroman-4-yl]acetamide